5-amino-6-(2-chloro-5-fluorophenyl)-3-(2,2-difluoroethyl)-6-hydroxy-7,8-dihydro-6H-imidazo[5,4-e]isoindol-8-one NC=1C=C2C(=C3C(NC(C13)(O)C1=C(C=CC(=C1)F)Cl)=O)N=CN2CC(F)F